5,10,15-tris(p-chlorophenyl)-20-(p-hydroxyphenyl)porphyrin iron (II) [Fe+2].ClC1=CC=C(C=C1)C=1C2=CC=C(N2)C(=C2C=CC(C(=C3C=CC(=C(C=4C=CC1N4)C4=CC=C(C=C4)Cl)N3)C3=CC=C(C=C3)Cl)=N2)C2=CC=C(C=C2)O